3-[(5-hydroxy-6-methoxy-benzothiophene-2-carbonyl)amino]propionic acid ethyl ester C(C)OC(CCNC(=O)C=1SC2=C(C1)C=C(C(=C2)OC)O)=O